BrCC(=O)C1=CC(=C(C=C1)OCC1=C(C=C(C=C1)Br)F)OC 2-bromo-1-[4-(4-bromo-2-fluorobenzyloxy)-3-methoxyphenyl]ethanone